C(C)OC[C@]1(CN(CC1)N(C=1C=NC(=CC1)C)C)CCC1=CC=CC=C1 (R)-N-(3-(ethoxymethyl)-3-phenethylpyrrolidin-1-yl)-N,6-dimethylpyridin-3-amine